O=C1N(CC2=CC=CC=C12)C1C(CCC1)OC1OCCCC1 1-oxo-2-(2-((tetrahydro-2H-pyran-2-yl)oxy)cyclopentyl)isoindolin